ClC=1C=C2CC(N(C2=CC1)CC(=O)NCC1=C(C=CC=C1)[N+](=O)[O-])=O 2-(5-chloro-2-oxo-2,3-dihydro-1H-indol-1-yl)-N-(2-nitrobenzyl)acetamide